N-(6-aminohexyl)aminoethyl-silane copper [Cu].NCCCCCCNCC[SiH3]